BrC=1C(=C(SC1)C1=C(C(=O)O)C=CC=C1)C1=C(C(=CC=C1)F)F 2-(4-bromo-3-(2,3-difluorophenyl)thiophen-2-yl)benzoic acid